ClC[C@@H](O)C1=CC(=C(C=C1)F)F (S)-2-Chloro-1-(3,4-difluorophenyl)ethanol